8-((1S,2S)-2-(1-(2,2-difluoroethyl)-7-fluoro-1H-indazol-6-yl)cyclopropyl)-6-(2,4-dimethoxypyrimidin-5-yl)imidazo[1,2-b]pyridazine FC(CN1N=CC2=CC=C(C(=C12)F)[C@@H]1[C@H](C1)C=1C=2N(N=C(C1)C=1C(=NC(=NC1)OC)OC)C=CN2)F